N-(3-(azepan-1-ylsulfonyl)-4-methylphenyl)-2-(4-chloro-5-methyl-6-oxopyridazin-1(6H)-yl)acetamide N1(CCCCCC1)S(=O)(=O)C=1C=C(C=CC1C)NC(CN1N=CC(=C(C1=O)C)Cl)=O